Racemic-N-(8,9-difluoro-6-oxo-1,2,3,4,5,6-hexahydrophenanthridin-1-yl)-N-methyl-1H-indole-2-carboxamide FC=1C=C2C(NC=3CCC[C@H](C3C2=CC1F)N(C(=O)C=1NC2=CC=CC=C2C1)C)=O |r|